(4R,5S)-Methyl 5-azido-4-(3-chlorophenyl)-5-(4-chlorophenyl)pentanoate N(=[N+]=[N-])[C@@H]([C@H](CCC(=O)OC)C1=CC(=CC=C1)Cl)C1=CC=C(C=C1)Cl